6-Amino-3-((1R,3S)-3-(3-amino-4-methyl-1H-pyrazol-1-yl)-4'-chloro-1',2'-dihydrospiro[cyclopentane-1,3'-pyrrolo[2,3-b]pyridin]-5'-yl)-2-fluoro-N,N-dimethylbenzamide NC1=CC=C(C(=C1C(=O)N(C)C)F)C=1C(=C2C(=NC1)NC[C@]21C[C@H](CC1)N1N=C(C(=C1)C)N)Cl